C(#N)C=1N=CC(=NC1)NC1=CC(=C(N=N1)C(NC)=O)NCCC1N(CCC1)C(=O)OC(C)(C)C tert-butyl 2-(2-(6-(5-cyanopyrazin-2-ylamino)-3-(methylcarbamoyl)pyridazin-4-ylamino) ethyl)pyrrolidine-1-carboxylate